FC=1C=CN2C1C(NC1=C(C(=CC=C21)CN2CCC(=CC2)C=2C(=NC(=CC2)C(=O)NCC(F)F)F)F)=O 1'-((3,6-difluoro-4-oxo-4,5-dihydropyrrolo[1,2-a]quinoxalin-7-yl)methyl)-N-(2,2-difluoroethyl)-2-fluoro-1',2',3',6'-tetrahydro-[3,4'-bipyridine]-6-carboxamide